methyl (R)-2-isothiocyanato-4-methyl-2-phenylpentanoate N(=C=S)[C@](C(=O)OC)(CC(C)C)C1=CC=CC=C1